3-(5-((4-(5-chloropyridin-2-yl)piperazin-1-yl)methyl)-1-oxoisoindolin-2-yl)piperidine-2,6-dione ClC=1C=CC(=NC1)N1CCN(CC1)CC=1C=C2CN(C(C2=CC1)=O)C1C(NC(CC1)=O)=O